(Z)-3-hexadecenoic acid C(C\C=C/CCCCCCCCCCCC)(=O)O